n-Propyl-Resorcinol C(CC)C1=C(O)C=CC=C1O